ClC=1C(=NC=CC1)C(=O)NC12C[C@H]3N([C@H](CC(C1)C3)C2)C2=NC=C(C=C2)C=2C=3N(C=C(C2)OCC(C)(C)O)N=CC3C#N 3-chloro-N-((1R,3S,5s,7s)-2-(5-(3-cyano-6-(2-hydroxy-2-methylpropyloxy)pyrazolo[1,5-a]pyridin-4-yl)pyridin-2-yl)-2-azaadamantan-5-yl)picolinamide